4,4-dihydroxy-8-[(1-{[(3S)-pyrrolidin-3-yl]acetyl}azetidin-3-yl)oxy]-5-oxa-4-boranuidabicyclo[4.4.0]deca-1(6),7,9-triene-7-carboxylic acid disodium salt [Na+].[Na+].O[B-]1(CCC=2C=CC(=C(C2O1)C(=O)O)OC1CN(C1)C(C[C@H]1CNCC1)=O)O.O[B-]1(CCC=2C=CC(=C(C2O1)C(=O)O)OC1CN(C1)C(C[C@H]1CNCC1)=O)O